FC(S(=O)(=O)NC1=C(C=C(C=C1)C1=NNC(=C1C(=O)N)NC1=NC(=CC=C1)C(F)(F)F)OC1=CC=C(C=C1)F)F 3-(4-((difluoromethyl)sulfonamido)-3-(4-fluorophenoxy)phenyl)-5-((6-(trifluoromethyl)pyridine-2-yl)amino)-1H-pyrazole-4-carboxamide